2-[(1r,2r)-3-oxo-2-[(Z)-pent-2-enyl]cyclopentyl]acetic acid methyl ester COC(C[C@@H]1[C@H](C(CC1)=O)C\C=C/CC)=O